6-bromo-9-octyl-9H-carbazole-3-carbaldehyde BrC=1C=C2C=3C=C(C=CC3N(C2=CC1)CCCCCCCC)C=O